3-methoxy-1-(2-morpholinoethyl)pyrazol-4-amine COC1=NN(C=C1N)CCN1CCOCC1